Cl.Cl.COCCOCCN1C(=NC2=C1C=CC=C2)CCN 2-(1-(2-(2-methoxyethoxy)ethyl)-1H-benzo[d]imidazol-2-yl)ethan-1-amine dihydrochloride